CC1=CC=C(C=C1)OO[SH4]N1C=C(C=2C1=NC=C(C2)C2=CC=C(C=C2)CN2CCN(CC2)C)C=2N(N=CC2)C 1-[(4-methylphenyl)dioxy-λ6-sulfenyl]-5-{4-[(4-methylpiperazin-1-yl)methyl]phenyl}-3-(2-methylpyrazol-3-yl)pyrrolo[2,3-b]pyridine